CC1=NC=C(C=N1)B(O)O (2-methyl-Pyrimidin-5-yl)boronic acid